2-((4-(morpholinomethyl)phenoxy)methyl)thiophene-3,4-dicarboxylic acid dimethyl ester COC(=O)C1=C(SC=C1C(=O)OC)COC1=CC=C(C=C1)CN1CCOCC1